C(C1=CC=CC=C1)OC(=O)N[C@H](C(=O)OCC1=CC=CC=C1)CCC(NC[C@@H]([C@H]([C@@H]([C@@H](CO)O)O)O)O)=O benzyl (2S)-2-(benzyloxycarbonylamino)-5-oxo-5-[[(2S,3R,4R,5R)-2,3,4,5,6-pentahydroxyhexyl]amino]pentanoate